(R)-4-((dimethylamino)methyl)-N'-((2,4,5,6-tetrahydro-1H-cyclobuta[f]inden-3-yl)carbamoyl)benzenesulfonimidamide CN(C)CC1=CC=C(C=C1)[S@@](=O)(N)=NC(NC1=C2C(=CC=3CCCC13)CC2)=O